tert-Butyl N-[6-hydroxy-14-methyl-6,18-bis(trifluoromethyl)-22-oxa-3,4,14,15,21-pentaazatetracyclo[15.3.1.12,5.012,16]docosa-1(21),2,4,12,15,17,19-heptaen-20-yl]carbamate OC1(C2=NN=C(C=3C(=CC(=C(C4=NN(C=C4CCCCC1)C)N3)C(F)(F)F)NC(OC(C)(C)C)=O)O2)C(F)(F)F